3-fluoro-4-(4-(4-methylpiperazin-1-yl)piperidin-1-yl)aniline FC=1C=C(N)C=CC1N1CCC(CC1)N1CCN(CC1)C